C(C1=CC=CC=C1)C1(CN(CC1)S(=O)(=O)C1=NN(N=C1)C)C=1C=C2C=NN(C2=CC1Cl)C=1C=CC(N(C1)C)=O 5-(5-(3-benzyl-1-((2-methyl-2H-1,2,3-triazol-4-yl)sulfonyl)pyrrolidin-3-yl)-6-chloro-1H-indazol-1-yl)-1-methylpyridin-2(1H)-one